C(C)(C)(C)C1=NOC(=N1)C(=O)N[C@H]1CCCCC2=C1C=CC(=C2)C2=CC(=NC=C2)NC(=O)[C@@H]2[C@H](C2)C#N 3-(tert-butyl)-N-((S)-2-(2-((1S,2S)-2-cyanocyclopropane-1-carboxamido)pyridin-4-yl)-6,7,8,9-tetrahydro-5H-benzo[7]annulen-5-yl)-1,2,4-oxadiazole-5-carboxamide